NC1=NC=C(C=N1)C1=C2C(N(C(=NC2=CC=C1)[C@H](C(C)C)NC1=NC=NC2=CC=CC(=C12)F)C1=CC=CC=C1)=O (S)-5-(2-Aminopyrimidin-5-yl)-2-(1-((5-fluoroquinazolin-4-yl)amino)-2-methylpropyl)-3-phenylquinazolin-4(3H)-one